tert-butyl-5-[(1S,3R)-3-(hydroxymethyl)cyclohexyloxy]-2-[(4-methoxyphenyl)methyl]-4-(trifluoromethyl)pyridazin-3-one 2,4-di-tert-butylphenyl-triphosphate C(C)(C)(C)C1=C(C=CC(=C1)C(C)(C)C)OP(O)(=O)OP(=O)(O)OP(=O)(O)O.C(C)(C)(C)C=1C(=C(C(N(N1)CC1=CC=C(C=C1)OC)=O)C(F)(F)F)O[C@@H]1C[C@@H](CCC1)CO